NC=1C(=C(C=C2C=C(N=CC12)NC1=NN2CC=3N(CCC2=C1)C=CN3)C=3C=[N+](C=CC3C)[O-])F 3-(8-amino-3-((5,6-dihydro-11H-imidazo[1,2-a]pyrazolo[1,5-d][1,4]diazepin-8-yl)amino)-7-fluoroisoquinolin-6-yl)-4-methylpyridine 1-oxide